CN(C(CCCCCCCC)CCCCCCCCC\C=C/C\C=C/CCCCC)C (19Z,22Z)-N,N-dimethyloctacosane-19,22-dien-9-amine